ClC=1N=CC2=C(C=CC=C2C1)N1[C@@H]([C@H](C1)CS(=O)(=O)C)C 3-Chloro-8-((2R,3S)-2-methyl-3-((methylsulfonyl)methyl)azetidin-1-yl)isoquinoline